(2S,3S)-2-(3-((R)-4-amino-1-(5-((S)-1-amino-2-hydroxyethyl)isoxazol-3-yl)-4-oxobutyl)ureido)-3-hydroxybutyric acid NC(CC[C@H](C1=NOC(=C1)[C@H](CO)N)NC(N[C@H](C(=O)O)[C@H](C)O)=O)=O